FC(OC1=C(C=C(C=C1)C(F)F)C1=NN(C=C1NC(=O)C=1C=NN2C1N=CC=C2)CC(N(C)C)=O)F N-[3-[2-(difluoromethoxy)-5-(difluoromethyl)phenyl]-1-[(dimethylcarbamoyl)methyl]-1H-pyrazol-4-yl]pyrazolo[1,5-a]pyrimidine-3-carboxamide